C(C)(C)(C)[Si](C)(C)OC=1C(=C2CC[C@](OC2=C(C1C)C)(C)CC\C=C(\CCC=C(F)F)/C)C (S,E)-tert-butyl-((2-(8,8-difluoro-4-methylocta-3,7-dien-1-yl)-2,5,7,8-tetramethylchroman-6-yl)oxy)dimethylsilane